NC1=NC=C(C2=C1C(=NN2[C@@H]2CN(CC2)C(C=C)=O)C#CC2=C(C(=CC(=C2F)OC)OC)Cl)Cl (S)-1-(3-(4-amino-7-chloro-3-((2-chloro-6-fluoro-3,5-dimethoxyphenyl)ethynyl)-1H-pyrazolo[4,3-c]pyridin-1-yl)pyrrolidin-1-yl)prop-2-en-1-one